4-amino-N-(2H3)methylbenzenesulfonamide NC1=CC=C(C=C1)S(=O)(=O)NC([2H])([2H])[2H]